BrC=1C(=NN(C1)C(F)F)[N+](=O)[O-] 4-bromo-1-(difluoromethyl)-3-nitro-1H-pyrazole